1-Ethyl-N-(6-(3-fluorobenzyl)pyridazin-3-yl)-6-oxo-1,6-dihydropyridazine-3-carboxamide C(C)N1N=C(C=CC1=O)C(=O)NC=1N=NC(=CC1)CC1=CC(=CC=C1)F